BrC=1C=CC(=C(C=O)C1)OC(F)F 5-bromo-2-(difluoromethoxy)benzaldehyde